methyl 6-(isopentylcarbamoyl)-3-(4,4,5,5-tetramethyl-1,3,2-dioxaborolan-2-yl)picolinate C(CC(C)C)NC(=O)C1=CC=C(C(=N1)C(=O)OC)B1OC(C(O1)(C)C)(C)C